N-[6-[2-[2-(dimethylamino)ethylamino]pyrimidin-5-yl]-2-methoxy-3-pyridyl]-5-methyl-3-phenyl-isoxazole-4-carboxamide CN(CCNC1=NC=C(C=N1)C1=CC=C(C(=N1)OC)NC(=O)C=1C(=NOC1C)C1=CC=CC=C1)C